ClC=1C=C2C=NN(C2=CC1C=O)C1OCCCC1 5-chloro-1-(tetrahydro-2H-pyran-2-yl)-1H-indazole-6-carbaldehyde